cyclopentylphosphine oxide C1(CCCC1)[PH2]=O